ClC1=C(C=CC=C1)C=1C(=CN(C1)C)C#N 4-(2-chlorophenyl)-1-methyl-pyrrole-3-nitrile